tert-butyl 1-(2-((4-(tert-butoxy)-3,3-dimethyl-4-oxobutyl) amino)-4-(trifluoromethyl) benzyl)-1,8-diazaspiro[4.5]decane-8-carboxylate C(C)(C)(C)OC(C(CCNC1=C(CN2CCCC23CCN(CC3)C(=O)OC(C)(C)C)C=CC(=C1)C(F)(F)F)(C)C)=O